7-(7-(7,8-difluoro-3-hydroxynaphthalen-1-yl)-8-fluoro-2-(((2R,7aS)-2-fluorohexahydro-1H-pyrrolizin-7a-yl)methoxy)pyrido[4,3-d]pyrimidin-4-yl)-2,7-diazaspiro[4.5]decan-3-one FC1=CC=C2C=C(C=C(C2=C1F)C1=C(C=2N=C(N=C(C2C=N1)N1CC2(CC(NC2)=O)CCC1)OC[C@]12CCCN2C[C@@H](C1)F)F)O